C(CCC)C1=CC=C(C=C1)N(C1=CC=CC=C1)C1=CC=CC=C1 N-(4-butylphenyl)diphenyl-amine